OCC1=C(N=NN1C)C1=CC=C(C(=N1)C)O[C@H]1C2C(C2CC1)C(=O)OCC (±)-(2R)-Ethyl 2-((6-(5-(hydroxymethyl)-1-methyl-1H-1,2,3-triazol-4-yl)-2-methyl-pyridin-3-yl) oxy)bicyclo[3.1.0]hexane-6-carboxylate